BrC=1C=C2C(=NC1OC(CCNC(OC(C)(C)C)=O)C1=NC=CC=C1)N(C=C2)COCC[Si](C)(C)C tert-butyl N-[3-[(5-bromo-1-[[2-(trimethylsilyl)ethoxy]methyl] pyrrolo[2,3-b]pyridin-6-yl)oxy]-3-(pyridin-2-yl)propyl]carbamate